methyl 4-bromo-5-fluoro-2-hydroxybenzoate BrC1=CC(=C(C(=O)OC)C=C1F)O